BrC1=CC(=C(N)C(=C1)C(F)(F)F)Cl 4-bromo-2-chloro-6-trifluoromethyl-aniline